2-(6-amino-5-(2-fluoro-5-(piperidin-4-yl)phenyl)pyridazin-3-yl)phenol NC1=C(C=C(N=N1)C1=C(C=CC=C1)O)C1=C(C=CC(=C1)C1CCNCC1)F